COC=1C=C(CN(C2=CC=C(CN3CC(NCC3)=O)C=C2)CC2=CC=C(C=C2)N2CCOCC2)C=CC1 4-(4-((3-methoxybenzyl)(4-morpholinobenzyl)amino)benzyl)piperazin-2-one